C(C)N(C(SC)=O)CC S-methyl diethyl-carbamothioate